ClC=1C(N(C(=CC1OC([2H])([2H])C1=NC=C(C=C1F)F)C)C1=CC(=NC=C1C)N1N=C(C(=C1)F)S(=O)(=O)C(C)C)=O (R)-3-chloro-4-((3,5-difluoropyridin-2-yl)methoxy-d2)-2'-(4-fluoro-3-(isopropylsulfonyl)-1H-pyrazol-1-yl)-5',6-dimethyl-2H-[1,4'-bipyridin]-2-one